lead caprolactone C1(CCCCCO1)=O.[Pb]